FC1=C(C=CC(=C1)F)N1N=CC(=C1)C(CC)O 1-(1-(2,4-difluorophenyl)-1H-pyrazol-4-yl)propan-1-ol